C1(=CC=CC=C1)N(C1(C2=CC=CC=C2CC=2C=CC=CC12)C1=CC=CC=C1)C1=CC=CC=C1 N,N,9-triphenyl-Anthracene-9-amine